Cl.C1(CCCCC1)C(=N)N Cyclohexanecarboxamidine HCl salt